C1(CC1)CN(C(=O)C=1SC=C(N1)C1=C(C=C(C(=C1)NC(=O)C1=CNC(C=C1C(F)(F)F)=O)N1C[C@H](N([C@H](C1)C)C)C)F)C |r| N-(cyclopropylmethyl)-4-[2-fluoro-5-[[6-oxo-4-(trifluoromethyl)-1H-pyridine-3-carbonyl]amino]-4-[rac-(3R,5S)-3,4,5-trimethylpiperazin-1-yl]phenyl]-N-methyl-1,3-thiazole-2-carboxamide